NC12CCC(CC1)(CC2)NC2=NC1=C(C=C(C=C1C=N2)C2=CC(=C(C=C2)NS(=O)(=O)C2=C(C=CC=C2)Cl)F)CC N-(4-(2-((4-aminobicyclo[2.2.2]octan-1-yl)amino)-8-ethylquinazolin-6-yl)-2-fluorophenyl)-2-chlorobenzene-sulfonamide